(4R)-9-chloro-4-fluoro-5,5-dioxo-3,4-dihydro-2H-1,5λ6-benzoxathiepine-7-carboxylic acid ClC1=CC(=CC=2S([C@H](CCOC21)F)(=O)=O)C(=O)O